2-(2-((5-Bromo-2-((4-(4-(4-methylpiperazin-1-yl)piperidin-1-yl)-2,3-dihydrobenzofuran-7-yl)amino)pyrimidin-4-yl)amino)-4-fluorophenyl)propan-2-ol BrC=1C(=NC(=NC1)NC1=CC=C(C=2CCOC21)N2CCC(CC2)N2CCN(CC2)C)NC2=C(C=CC(=C2)F)C(C)(C)O